cyclopentanetetral C1(C(CCC1)(C=O)C=O)(C=O)C=O